Cl.C1NCC2C1CCC2 octahydrocyclopenta[c]pyrrole hydrogen chloride